(12R)-20-amino-6-(oxazolidin-4-yl)-18-(trifluoromethyl)-22-oxa-3,4,16,21-tetraazatetracyclo[15.3.1.12,5.012,16]Docosa-1(20),2,4,17(21),18-pentaen-6-ol NC=1C=C(C=2N3CCC[C@H]3CCCCCC(C3=NN=C(C1N2)O3)(O)C3NCOC3)C(F)(F)F